C(\C=C/CC\C=C\CC)CC(=O)O.C(C)(=O)OC=CC=CCCCCC Nonadienyl Acetate ((2Z,6E)-2,6-nonadien-1-ylacetate)